bithiophene-yl S1C(=CC=C1)C=1SC=CC1